tert-butyl (2R,5S)-4-(5-(benzyloxy)-2-bromopyrazolo[1,5-a]pyrimidin-7-yl)-2,5-dimethylpiperazine-1-carboxylate C(C1=CC=CC=C1)OC1=NC=2N(C(=C1)N1C[C@H](N(C[C@@H]1C)C(=O)OC(C)(C)C)C)N=C(C2)Br